(Cyclopropoxy)thiazole-5-carbaldehyde C1(CC1)OC=1SC(=CN1)C=O